1,4-di(bromomethyl)naphthaline BrCC1=CC=C(C2=CC=CC=C12)CBr